N[C@H](C(=O)O)CCS(=O)(=N)CC(=O)C1CCCC1 (2S)-2-amino-4-(2-cyclopentyl-2-oxoethylsulfonimidoyl)butanoic acid